diethyl ({(1S)-2-[4,6-bis(trifluoromethyl)-1,3,5-triazin-2-yl]-6-chloro-2,3,4,9-tetrahydro-1H-pyrido[3,4-b]indol-1-yl}methyl)propanedioate FC(C1=NC(=NC(=N1)C(F)(F)F)N1[C@H](C=2NC3=CC=C(C=C3C2CC1)Cl)CC(C(=O)OCC)C(=O)OCC)(F)F